methyloldiethanolamine C(O)N(CCO)CCO